C(C)N1CCN(CC1)C=1C=CC(=NC1)N 5-(4-Ethylpiperazin-1-yl)pyridin-2-amine